COC1=CC=C2C=CC=C(C2=C1)CCNC(C)=O (N-[2-(7-methoxynaphthalene-1-yl)ethyl])Acetamide